2-Isocyano-N,6-dimethyl-N-phenylaniline [N+](#[C-])C1=C(N(C2=CC=CC=C2)C)C(=CC=C1)C